6-hydroxypyridine-2,6-dicarboxamide OC1(C=CC=C(N1)C(=O)N)C(=O)N